FC(C1=NN2C(N=C(C=C2NC[C@H](C2=CC=C(C=C2)F)N2CC3(C2)[C@H](CC3)O)C(F)(F)F)=C1)(F)F |o1:12,24| (S*)-2-((S*)-2-((2,5-bis(trifluoromethyl)pyrazolo[1,5-a]pyrimidin-7-yl)amino)-1-(4-fluorophenyl)ethyl)-2-azaspiro[3.3]heptan-5-ol